BrC1=C(N(C2=NC=C(C(=C21)NC2CC(C2)CC#N)[N+](=O)[O-])COCC[Si](C)(C)C)Cl 2-((1S,3S)-3-((3-bromo-2-chloro-5-nitro-1-((2-(trimethylsilyl)ethoxy)methyl)-1H-pyrrolo[2,3-b]pyridin-4-yl)amino)cyclobutyl)acetonitrile